FC1=C2C(=NC=NC2=CC(=C1)OC)NC1=CC=C(C=C1)N N4-(5-fluoro-7-methoxy-quinazolin-4-yl)benzene-1,4-diamine